3-ethylbenzothiazol-6-sulfonic acid C(C)N1CSC2=C1C=CC(=C2)S(=O)(=O)O